tert-butyl (4-((6-cyano-1-cyclobutyl-1H-benzo[d]imidazol-2-yl)amino)-1,1,1-trifluoro-4-oxobutan-2-yl)carbamate C(#N)C=1C=CC2=C(N(C(=N2)NC(CC(C(F)(F)F)NC(OC(C)(C)C)=O)=O)C2CCC2)C1